(S)-4-(4-(2-fluoroacryloyl)piperazin-1-yl)-8-((5-methyl-1H-indazol-4-yl)oxy)-2-((1-methylpyrrolidin-2-yl)methoxy)quinoline-3-carbonitrile FC(C(=O)N1CCN(CC1)C1=C(C(=NC2=C(C=CC=C12)OC1=C2C=NNC2=CC=C1C)OC[C@H]1N(CCC1)C)C#N)=C